2-Amino-5-cyclopropyl-4,5-dihydro-6H-pyrrolo[3,4-d]thiazol-6-one NC=1SC2=C(N1)CN(C2=O)C2CC2